2'-Amino-5-chloro-2,4'-difluoro-N-(6-(pyrrolidine-1-carbonyl)-5-(trifluoromethyl)pyridin-3-yl)-[1,1'-biphenyl]-4-carboxamide NC1=C(C=CC(=C1)F)C1=C(C=C(C(=C1)Cl)C(=O)NC=1C=NC(=C(C1)C(F)(F)F)C(=O)N1CCCC1)F